5-(4-chlorobenzyl)-2-(5-fluoropyridin-2-yl)-8-isopropyl-2,5,8-triazaspiro[3.5]nonane-6,9-dione ClC1=CC=C(CN2C3(CN(C3)C3=NC=C(C=C3)F)C(N(CC2=O)C(C)C)=O)C=C1